6-(propylamino)hexanesulfonic acid C(CC)NCCCCCCS(=O)(=O)O